((5-bromo-2'-chloro-[1,1'-biphenyl]-2-yl)sulfonyl)-N-(1,1-dioxido-2,3-dihydrothiophen-3-yl)-4-fluoropiperidine-4-carboxamide BrC=1C=CC(=C(C1)C1=C(C=CC=C1)Cl)S(=O)(=O)N1CCC(CC1)(C(=O)NC1CS(C=C1)(=O)=O)F